3,3'-undecamethylenebis(1H-1,2,4-triazole) N1N=C(N=C1)CCCCCCCCCCCC1=NNC=N1